ClC[C@]1([C@]([C@H](CC1)CC1=CC=C(C=C1)F)(O)CN1N=CN=C1)C (1s,2r,5r)-2-chloromethyl-5-(4-fluorobenzyl)-2-methyl-1-(1H-1,2,4-triazol-1-ylmethyl)cyclopentan-1-ol